1-(4-{[2-(3-{[4-(ethanesulfonyl)-2-methoxyphenyl]amino}prop-1-yn-1-yl)-1-(2,2,2-trifluoroethyl)-1H-indol-4-yl]amino}piperidin-1-yl)-3-methoxypropan-2-ol C(C)S(=O)(=O)C1=CC(=C(C=C1)NCC#CC=1N(C2=CC=CC(=C2C1)NC1CCN(CC1)CC(COC)O)CC(F)(F)F)OC